(methylenebis-4,1-cyclohexanediyl)bis-aspartic acid tetraethyl ester C(C)OC([C@@H](NC1CCC(CC1)CC1CCC(CC1)N[C@@H](CC(=O)OCC)C(=O)OCC)CC(=O)OCC)=O